2-Oleoyl-cyclohexane C(CCCCCCC\C=C/CCCCCCCC)(=O)C1CCCCC1